FC1=C2C(=NC=NC2=C(C=C1)F)NCCC1=CC(=C(C=C1)OC1=NC=CC(=C1)C(F)(F)F)OC 5,8-difluoro-N-[2-[3-methoxy-4-[[4-(tri-fluoromethyl)-2-pyridinyl]oxy]phenyl]ethyl]-4-quinazolinamine